(5-(3-chlorophenyl)furan-2-carbonyl)glycine ClC=1C=C(C=CC1)C1=CC=C(O1)C(=O)NCC(=O)O